N-[7-chloro-6-[4-(3-methyltetrahydrofuran-3-yl)piperazin-4-ium-1-yl]-3-isoquinolyl]-2-methyl-3-(1-methylpyrazol-4-yl)cyclopropanecarboxamide ClC1=C(C=C2C=C(N=CC2=C1)NC(=O)C1C(C1C=1C=NN(C1)C)C)N1CC[NH+](CC1)C1(COCC1)C